N-methyl-N-(2-oxo-2-phenylethyl)benzamide CN(CC(=O)C1=CC=CC=C1)C(=O)C2=CC=CC=C2